pyrrolo[2,1-f][1,2,4]triazine-7-carboxamide N=1N2C(C=NC1)=CC=C2C(=O)N